C(CCCCCCCCC)OC=CCCCCCCCC 1-(decyloxy)dec-1-ene